NC1=NC(=CC(=C1C(=O)OC)Cl)C1=CC=C(C=C1)C(C)(C)C methyl 2-amino-6-(4-tert-butylphenyl)-4-chloro-pyridine-3-carboxylate